Cl.NC=1C=CC(=NC1)N1C(NC(CC1)=O)=O 1-(5-aminopyridin-2-yl)dihydropyrimidine-2,4(1h,3h)-dione hydrochloride